CN(C1=CC=CC=2C(=CC=CC12)S(=O)(=O)O)C 1-dimethylaminonaphthalene-5-sulphonic acid